C1CC12CCN(CC2)C=2C=C(C=CC2N2N=NC(=C2)C2=NC(=NC(=C2)N(C)C)N2CCC(CC2)(F)F)NS(=O)(=O)CCO N-(3-{6-azaspiro[2.5]octane-6-yl}-4-{4-[2-(4,4-difluoropiperidin-1-yl)-6-(Dimethylamino)pyrimidin-4-yl]-1H-1,2,3-triazol-1-yl}phenyl)-2-hydroxyethane-1-sulfonamide